4-(4,4,5,5-tetramethyl-1,3,2-dioxaborolan-2-yl)-7-(1,2,3-triazol-2-yl)-1-{[2-(trimethylsilyl)ethoxy]methyl}indazole CC1(OB(OC1(C)C)C1=C2C=NN(C2=C(C=C1)N1N=CC=N1)COCC[Si](C)(C)C)C